2-bromo-1-bromomethyl-3-fluorobenzene BrC1=C(C=CC=C1F)CBr